nonadecane-2,14-diol CC(CCCCCCCCCCCC(CCCCC)O)O